C1(CC1)C=1C=C(C=CC1)[C@@H](C)NC(=O)C1=NN(C(C=C1)=O)C1=CC=CC=C1 N-[(1R)-1-(3-Cyclopropylphenyl)ethyl]-6-oxo-1-phenyl-pyridazine-3-carboxamide